[4-(difluoromethyl)phenyl]-methanol FC(C1=CC=C(C=C1)CO)F